NC=1C=CC(=C(C1)C=1C=C(C=2C=C(N=CC2C1)NC)C#N)C 7-(5-amino-2-methylphenyl)-3-(methylamino)isoquinoline-5-carbonitrile